9,9-bis(6-(2-(2-hydroxyethoxy)ethoxy)naphthyl)fluorene OCCOCCOC=1C=C2C=CC=C(C2=CC1)C1(C2=CC=CC=C2C=2C=CC=CC12)C1=CC=CC2=CC(=CC=C12)OCCOCCO